C(C)OC=1C=C2SC=3C=CC=C(C3C(C2=CC1)=C1CCN(CC1)C)O 4-(6-Ethoxy-1-hydroxy-thioxanthen-9-yliden)-1-methyl-piperidine